N-((1H-pyrrolo[3,2-c]pyridine-2-yl)methyl)-2-(6-oxo-2-phenyl-5-(((4-phenylcyclohexyl)methyl)amino)pyrimidin-1(6H)-yl)acetamide N1C(=CC=2C=NC=CC21)CNC(CN2C(=NC=C(C2=O)NCC2CCC(CC2)C2=CC=CC=C2)C2=CC=CC=C2)=O